bicyclo[5.4.0]undec-4-en-2-one C12C(CC=CCC2CCCC1)=O